2-Chloro-4-(difluoromethyl)-6-(1-methyl-1H-imidazol-5-yl)pyrimidine ClC1=NC(=CC(=N1)C(F)F)C1=CN=CN1C